COC(=O)C1=CN(C(C=C1)=O)C 1-methyl-6-oxo-1,6-dihydropyridine-3-carboxylic acid methyl ester